Benzyl (2S,5S)-2-methyl-5-[[4-[6-(5-methyl-1,2,4-oxadiazol-3-yl)-1-tetrahydropyran-2-yl-pyrazolo[3,4-b]pyridin-3-yl]-5-(trifluoromethyl)pyrimidin-2-yl]amino]piperidine-1-carboxylate C[C@@H]1N(C[C@H](CC1)NC1=NC=C(C(=N1)C1=NN(C2=NC(=CC=C21)C2=NOC(=N2)C)C2OCCCC2)C(F)(F)F)C(=O)OCC2=CC=CC=C2